C(C)C1(NCCC2=CC(=CC=C12)N)CC diethyl-1,2,3,4-tetrahydroisoquinolin-6-amine